(5'S,7a'R)-5'-phenyl-1-{5-[5-(trifluoromethyl)-1,3,4-oxadiazol-2-yl]pyridin-2-yl}tetrahydro-3'H-spiro[piperidine-4,2'-pyrrolo[2,1-b][1,3]oxazol]-3'-one C1(=CC=CC=C1)[C@@H]1CC[C@H]2OC3(C(N21)=O)CCN(CC3)C3=NC=C(C=C3)C=3OC(=NN3)C(F)(F)F